(±)-2-(2-(7-(3-(((tert-butoxycarbonyl)amino)methyl)-2-fluorophenyl)benzofuran-5-yl)-3,4-dihydro-2H-Benzo[b][1,4]oxazin-8-yl)ethyl acetate C(C)(=O)OCCC1=CC=CC2=C1O[C@@H](CN2)C=2C=C(C1=C(C=CO1)C2)C2=C(C(=CC=C2)CNC(=O)OC(C)(C)C)F |r|